ClC1=NC=C(C(=C1)C1=C(C=NC(=C1)C)C(=O)NC=1SC(=NN1)OC)OC(F)F 2'-chloro-5'-(difluoromethoxy)-N-(5-methoxy-1,3,4-thiadiazol-2-yl)-6-methyl-(4,4'-bipyridine)-3-carboxamide